bis(dibenzylidenepropyl)Ketone C(C1=CC=CC=C1)=C(CC(=O)CC(C=CC1=CC=CC=C1)=CC1=CC=CC=C1)C=CC1=CC=CC=C1